3-[4-(4-chloro-2-fluoro-phenyl)phenyl]azetidine-1-carboxylic acid tert-butyl ester C(C)(C)(C)OC(=O)N1CC(C1)C1=CC=C(C=C1)C1=C(C=C(C=C1)Cl)F